NC1=C2C=CC=NC2=C(C=C1)N 5,8-diaminoquinoline